N-(3-Methoxyphenyl)-6-morpholin-4-yl-N1-m-tolyl-[1,3,5]triazine-2,4-diamine hydrochloride Cl.COC=1C=C(C=CC1)NC1N(C(=NC(=N1)N)N1CCOCC1)C=1C=C(C=CC1)C